2-(2-(tetrahydro-2H-pyran-4-yl)acetamido)butanoic acid O1CCC(CC1)CC(=O)NC(C(=O)O)CC